di(2-toluyl) sulfide C=1(C(=CC=CC1)SC1=C(C=CC=C1)C)C